OC1=C(C=C(C=C1)C1N(CC(CC1)C)C(C(=O)NC=1C=C(C=NC1)C(=O)N)=O)C 5-[[2-[2-(4-hydroxy-3-methyl-phenyl)-5-methyl-1-piperidyl]-2-oxo-acetyl]amino]pyridine-3-carboxamide